C(CCC)OC(CN(CCCCCCCC)CCCCCCCC)=O N,N-dioctyl-amino-acetic acid butyl ester